CC1(C(/C(/CCC1)=C/C1=C(C=CC=C1)C=1N=CN(C1)C(C1=CC=CC=C1)(C1=CC=CC=C1)C1=CC=CC=C1)=O)C (E)-2,2-dimethyl-6-(2-(1-trityl-1H-imidazol-4-yl)benzylidene)cyclohexan-1-one